(1R,2R)-2-fluoro-N-(5-(6-((R)-1-hydroxybutyl)-4-methylpyridin-3-yl)thiazolo[4,5-e][1,2,4]triazolo[1,5-a]pyridin-2-yl)cyclopropane-1-carboxamide F[C@H]1[C@H](C1)C(=O)NC=1SC2=C(C=C(C=3N2N=CN3)C=3C=NC(=CC3C)[C@@H](CCC)O)N1